COC(=O)C1=COC(C=C1)=O 6-ketopyran-3-carboxylic acid methyl ester